FC=1C(=CC2=C(N=C(S2)N(CCC2=CC=C(C=C2)OC)CC2=CC=C(C=C2)C#CB(O)O)C1)F ((4-(((5,6-difluorobenzo[d]thiazol-2-yl)(4-methoxyphenethyl)amino)-methyl)phenyl)ethynyl)boronic acid